(+-)-(1S,2S,4R)-2-methyl-7-azabicyclo[2.2.1]heptane hydrochloride Cl.C[C@@H]1[C@@H]2CC[C@H](C1)N2 |r|